(2S,3S,4S)-4-hydroxy-2-(hydroxymethyl)-1-methylpiperidin-3-yl (S)-1-(4-fluorophenyl)-3,4-dihydroisoquinoline-2(1H)-carboxylate FC1=CC=C(C=C1)[C@@H]1N(CCC2=CC=CC=C12)C(=O)O[C@H]1[C@@H](N(CC[C@@H]1O)C)CO